CC(CN1CCCC1)(C)C (2,2-dimethylpropyl)pyrrolidin